NC1CC(CC(C1)(C)C\N=C(/O)\C1=CC=C(C(=O)O)C=C1)(C)C 4-[(Z)-N-[(5-amino-1,3,3-trimethylcyclohexyl)methyl]-C-hydroxy-carbonimidoyl]benzoic acid